ClCCCC1(C(C)O1)Cl chloropropyl-epoxychloropropane